CC=1N=C(N=NC1)N[C@@H]1C[C@H](CC1)NC1=CC=C(C=N1)N1C(C=CC=C1)=O 6'-(((1S,3S)-3-((5-Methyl-1,2,4-triazin-3-yl)amino)cyclopentyl)amino)-2H-[1,3'-bipyridin]-2-one